1-Fluoro-2-(8-(5-(((5-fluoro-2,3-dihydrobenzofuran-4-yl)methyl)amino)-[1,2,4]triazolo[4,3-c]pyrimidin-8-yl)-[1,2,4]triazolo[1,5-a]pyridin-5-yl)propan-2-ol FCC(C)(O)C1=CC=C(C=2N1N=CN2)C=2C=1N(C(=NC2)NCC2=C(C=CC3=C2CCO3)F)C=NN1